ClC=1C(N(C(C1Cl)=O)CC1=CC=C(C=C1)N1CC(NCC1)=O)O 4-(4-((3,4-dichloro-2-hydroxy-5-oxo-2,5-dihydro-1H-pyrrol-1-yl)methyl)phenyl)piperazin-2-one